(1-Cyanoethylidene)-2-azaspiro[3.3]Heptane-2-carboxylic acid tert-butyl ester C(C)(C)(C)OC(=O)N1C(C2(C1)CCC2)=C(C)C#N